C(C)(C)(C)SC=1C(=C(OC2=NN(C=C2)C)C=CC1)Cl (3-(tert-butylmercapto)-2-chlorophenoxy)-1-methyl-1H-pyrazole